N[C@H]1C2N(CC1CC2)C(=O)C2=CC1=C(N(C(=N1)C1=CC=3C(=NC(=CC3)C3=C(C=C(C=C3)NC(C)=O)CC)N1CC1CC1)C)C(=C2)OC N-[4-(2-{5-[(7R)-7-amino-2-azabicyclo[2.2.1]heptane-2-carbonyl]-7-methoxy-1-methyl-1H-1,3-benzodiazol-2-yl}-1-(cyclopropylmethyl)-1H-pyrrolo[2,3-b]pyridin-6-yl)-3-ethylphenyl]acetamide